C[C@@]1(NCCC1)C(=O)O 2-methyl-proline